C(C1=CC=CC=C1)OC([C@H](C1CCCC1)N1C(C2(CCN(C2)C(=O)[O-])CC1)=O)=O 7-((S)-2-(benzyloxy)-1-cyclopentyl-2-oxoethyl)-6-oxo-2,7-diazaspiro[4.4]nonane-2-carboxylate